C(C)(C)(C)OC(=O)NC12CCC(C1)(C2)C(=O)O 4-(tert-butoxycarbonylamino)bicyclo[2.1.1]hexane-1-carboxylic acid